2-(2,4-dimethoxyphenyl)-5-phenyl-thiophene COC1=C(C=CC(=C1)OC)C=1SC(=CC1)C1=CC=CC=C1